7-(3-chloro-5-hydroxy-2-(trifluoromethyl)phenyl)-2-(((S)-1-methylpyrrolidin-2-yl)methoxy-d2)Pyrido[3,4-d]Pyrimidin-8(7H)-one ClC=1C(=C(C=C(C1)O)N1C(C=2N=C(N=CC2C=C1)OC([2H])([2H])[C@H]1N(CCC1)C)=O)C(F)(F)F